C(C)(C)(C)OC(=O)NCCCCCNC=1C=C(C(=O)OC)C=CC1[N+](=O)[O-] methyl 3-((5-((tert-butoxycarbonyl)amino)pentyl)amino)-4-nitrobenzoate